BrC=1C=C(C(=NC1)OC)OC[C@H]1CN(CC1)C(=O)OC(C)(C)C tert-butyl (3R)-3-[[(5-bromo-2-methoxypyridin-3-yl)oxy]methyl]pyrrolidine-1-carboxylate